7-isopropyl-5-methylbicyclo[2.2.2]oct-5-ene-2-carbaldehyde C(C)(C)C1C2C(CC(C(=C2)C)C1)C=O